(1S)-5-[(1R)-2,2-difluoro-1-hydroxy-ethyl]-1-methyl-3,4-dihydro-1H-isoquinoline-2-carboxylic acid tert-butyl ester C(C)(C)(C)OC(=O)N1[C@H](C2=CC=CC(=C2CC1)[C@H](C(F)F)O)C